(S)-2,3-dihydroxypropyl 4-(3-(4-cyano-3-(trifluoromethyl) phenyl)-5,5-dimethyl-4-oxo-2-thioxoimidazolidin-1-yl)-2-fluorobenzoate C(#N)C1=C(C=C(C=C1)N1C(N(C(C1=O)(C)C)C1=CC(=C(C(=O)OC[C@H](CO)O)C=C1)F)=S)C(F)(F)F